1-thia-4-azabicyclo[3.2.2]nonan-1-ium bromide hydrobromide Br.[Br-].[S+]12CCNC(CC1)CC2